6-({5-[(1S,3R)-3-{[dimethyl(2-methylprop-2-yl)silyl]oxy}cyclopentyl]-2-(2-methylprop-2-yl)pyrazol-3-yl}amino)-4-methyl-3-oxo-3,4-dihydro-2H-1λ6-benzo[2,1-e][1,2,4]thiadiazine-1,1-dione C[Si](O[C@H]1C[C@H](CC1)C=1C=C(N(N1)C(C)(C)C)NC1=CC=2N(C(NS(C2C=C1)(=O)=O)=O)C)(C(C)(C)C)C